C(#N)C=1C=NN2C1C(=CC(=C2)C2=CC=C(C(=O)O)C=C2)OC 4-(3-cyano-4-methoxypyrazolo[1,5-a]pyridin-6-yl)benzoic acid